C[C@@H]1N(CCC1)CC1=NC2=C(N1)C=CC(=C2)NC(=O)C2=CC=C(CCN1CCN(CC1)C(=O)OC(C)(C)C)C=C2 tert-butyl (S)-4-(4-((2-((2-methylpyrrolidin-1-yl)methyl)-1H-benzo[d]imidazol-5-yl)carbamoyl)phenethyl)piperazine-1-carboxylate